COC=1C=C(C=CC1)CCNC(CC1N(C(CC1)=O)CC1=CC=C(C=C1)C)=O N-[2-(3-methoxyphenyl)ethyl]-2-[1-[(4-methylphenyl)methyl]-5-oxopyrrolidin-2-yl]acetamide